[Br-].C(CCCCCCCCCCC)N1CC=C(C=C1)CCO 1-dodecyl-4-(2-hydroxyethyl)pyridine bromide salt